bisstyrylanthracene C(=CC1=CC=CC=C1)C=1C2=CC=CC=C2C(=C2C=CC=CC12)C=CC1=CC=CC=C1